NC1=C(C=CC(=C1)C1=CC=C(C=C1)F)NC(=O)C=1C=CC2=C(CCS2(=O)=N)C1 N-[2-amino-4-(4-fluorophenyl)phenyl]-1-imino-1-oxo-2,3-dihydrobenzothiophene-5-carboxamide